B([O-])([O-])[O-].C1(=CC=CC=C1)C1=C(C(=C(C(=C1[P+](C1=CC=C(C=C1)C)(C1=CC=C(C=C1)C)C1=CC=C(C=C1)C)C1=CC=CC=C1)C1=CC=CC=C1)C)C1=CC=CC=C1.C1(=CC=CC=C1)C1=C(C(=C(C(=C1[P+](C1=CC=C(C=C1)C)(C1=CC=C(C=C1)C)C1=CC=C(C=C1)C)C1=CC=CC=C1)C1=CC=CC=C1)C)C1=CC=CC=C1.C1(=CC=CC=C1)C1=C(C(=C(C(=C1[P+](C1=CC=C(C=C1)C)(C1=CC=C(C=C1)C)C1=CC=C(C=C1)C)C1=CC=CC=C1)C1=CC=CC=C1)C)C1=CC=CC=C1 tetraphenyl-tetrakis(4-methylphenyl)phosphonium borate